C(C1=CC=CC=C1)OC1=NC=CC=C1C=1CN(CCC1)C1=NC(=NC=C1F)Cl 2'-(benzyloxy)-1-(2-chloro-5-fluoropyrimidin-4-yl)-1,2,5,6-tetrahydro-3,3'-bipyridine